(S)-ethyl-2-methylene-5-oxotetrahydro-1H-pyrrolizine C(C)[C@H]1C(CN2C(CCC12)=O)=C